tert-butyl 4-((4-chloro-5-((3-fluoro-5-(phenylethynyl)pyridin-2-yl)carbamoyl)-1H-pyrazol-1-yl)methyl)-4-cyanopiperidine-1-carboxylate ClC=1C=NN(C1C(NC1=NC=C(C=C1F)C#CC1=CC=CC=C1)=O)CC1(CCN(CC1)C(=O)OC(C)(C)C)C#N